2-chloro-pyrimidine-4-amine ClC1=NC=CC(=N1)N